arginyl-fructosyl-Glucose citronelloyl-acetate C(CC(C)CCC=C(C)C)(=O)CC(=O)O.N[C@@H](CCCNC(N)=N)C(=O)[C@@](C(=O)C1(CO)[C@@H](O)[C@H](O)[C@H](O1)CO)(O)[C@@H](O)[C@H](O)[C@H](O)CO